C[C@H]1CN(CCN1)C=1C=CC=2N(C(C=CN2)=O)C1 7-[(3S)-3-methylpiperazin-1-yl]pyrido[1,2-a]pyrimidin-4-one